3-((5-((3S,4S)-4-amino-3-methyl-2-oxa-8-azaspiro[4.5]dec-8-yl)-6-(hydroxymethyl)pyrazin-2-yl)thio)-2-chloro-6,7,8,9-tetrahydro-5H-pyrido[3,2-b]indol-8-ol N[C@@H]1[C@@H](OCC12CCN(CC2)C=2N=CC(=NC2CO)SC2=CC=1NC=3CCC(CC3C1N=C2Cl)O)C